N(=[N+]=[N-])[C@@H]1[C@H]([C@@H]([C@H](O[C@H]1SC1=CC=C(C=C1)C)CO)OCC1=CC=CC=C1)F ((2R,3R,4R,5R,6S)-5-azido-3-(benzyloxy)-4-fluoro-6-(p-tolylthio)tetrahydro-2H-pyran-2-yl)methanol